(2,4,5-trimethylcyclohex-2-en-1-yl)ethan-1-ol CC=1C(CC(C(C1)C)C)C(C)O